ClC=1N=NC(=CC1[Si](C)(C)C)Cl 3,6-Dichloro-4-(trimethylsilyl)pyridazine